IC=1C=NN2C1C=CC=C2 3-iodopyrazolo[1,5-a]Pyridine